{3-[2-tert-butyl-5-(2-{[(3s)-pyrrolidin-3-ylmethyl]amino}pyrimidin-4-yl)-1,3-thiazol-4-yl]-2-fluorophenyl}propane-1-sulfonamide C(C)(C)(C)C=1SC(=C(N1)C=1C(=C(C=CC1)C(CC)S(=O)(=O)N)F)C1=NC(=NC=C1)NC[C@@H]1CNCC1